CC(C(CC(=O)N[C@@H](C)C1=CC(=CC=C1)C(F)(F)F)=O)(C)C (S)-4,4-dimethyl-3-oxo-N-(1-(3-(trifluoromethyl)phenyl)ethyl)pentanamide